methyl 2-[[1-[3-[tert-butyl(dimethyl)silyl]oxypropyl]-6-[[3-chloro-5-cyano-6-[(3S,5R)-4,4-difluoro-3,5-dimethyl-1-piperidyl]-2-pyridyl]amino]-2-oxo-3-quinolyl]oxy]acetate [Si](C)(C)(C(C)(C)C)OCCCN1C(C(=CC2=CC(=CC=C12)NC1=NC(=C(C=C1Cl)C#N)N1C[C@@H](C([C@@H](C1)C)(F)F)C)OCC(=O)OC)=O